ClC1=CC=C(S1)CN(C1=C(C(=NN1C(=O)C1=COC(=C1)C)C1CNCC1)F)C N-[(5-chlorothiophen-2-yl)methyl]-4-fluoro-N-methyl-1-(5-methylfuran-3-carbonyl)-3-(pyrrolidin-3-yl)-1H-pyrazol-5-amine